(R)-6-(4-fluorophenyl)-8-methoxy-N-(1-(2-(trifluoromethyl)pyrimidin-5-yl)ethyl)cinnolin-4-amine FC1=CC=C(C=C1)C=1C=C2C(=CN=NC2=C(C1)OC)N[C@H](C)C=1C=NC(=NC1)C(F)(F)F